(S)-(((2R,3S,5R)-5-(4-amino-2-carbonyl-1,3,5-triazin-1(2H)-yl)-3-hydroxytetrahydrofuran-2-yl)methoxy)(4-heptylphenoxy)phosphorus NC1=NC(N(C=N1)[C@H]1C[C@@H]([C@H](O1)CO[P]OC1=CC=C(C=C1)CCCCCCC)O)=C=O